(S)-4-(4-(tert-butoxycarbonyl)-2-methylpiperazin-1-yl)-7-(3-chlorophenyl)-7H-pyrrolo[2,3-d]pyrimidine-5-carboxylic acid tert-butyl ester C(C)(C)(C)OC(=O)C1=CN(C=2N=CN=C(C21)N2[C@H](CN(CC2)C(=O)OC(C)(C)C)C)C2=CC(=CC=C2)Cl